Cl.FC(N1N=CC(=C1)C1=CN=C2C(=CC=NC2=C1)OC1=C(C=C(C=C1)NC(=O)C=1C=NC(=C(C1O)C1=CC=C(C=C1)F)C)F)F N-[4-[[7-[1-(Difluoromethyl)pyrazol-4-yl]-1,5-naphthyridin-4-yl]oxy]-3-fluorophenyl]-5-(4-fluorophenyl)-4-hydroxy-6-methylpyridine-3-carboxamide hydrochloride